6-((3S,5R,7R,8R,9S,10S,13R,14S,17R)-3-([1,1'-biphenyl]-4-yl)-7-acetoxy-3-hydroxy-10,13-dimethylhexadecahydro-1H-cyclopenta[a]phenanthren-17-yl)hept-2-enoic acid C1(=CC=C(C=C1)[C@@]1(CC[C@@]2([C@H]3CC[C@@]4([C@H](CC[C@H]4[C@@H]3[C@@H](C[C@@H]2C1)OC(C)=O)C(CCC=CC(=O)O)C)C)C)O)C1=CC=CC=C1